1-(2-(1H-benzo[d]imidazol-2-yl)piperidin-1-yl)-2-(methylthio)propan-1-one N1C(=NC2=C1C=CC=C2)C2N(CCCC2)C(C(C)SC)=O